gold-silver-nickel [Ni].[Ag].[Au]